C(C)(=O)OCC1=C(C(=CC(=C1)Cl)S(NC1=C(C(=C(C=C1)F)C#CC1=NC(=C(N=C1)N)C)F)(=O)=O)OC 3-(N-(3-((5-amino-6-methylpyrazin-2-yl) ethynyl)-2,4-difluorophenyl) sulfamoyl)-5-chloro-2-methoxybenzyl acetate